C1(CCCCCC1)[C@@H](C(=O)NC1=NC=C(C=C1)C1=C(C=NN1C)O)NC(OC(C)(C)C)=O tert-butyl (S)-(1-cycloheptyl-2-((5-(4-hydroxy-1-methyl-1H-pyrazol-5-yl)pyridin-2-yl)amino)-2-oxoethyl)carbamate